C(#N)C=1C=C(C=CC1)N1N=C(N=C1)C(=O)NC[C@@H]1CN(CC1)C(=O)OC(C)(C)C tert-butyl (R)-3-((1-(3-cyanophenyl)-1H-1,2,4-triazole-3-carboxamido)-methyl)pyrrolidine-1-carboxylate